[Cl-].C(C)(C)C1=C(C(=CC=C1)C(C)C)N1CN(C=C1)C1=C(C=CC=C1C(C)C)C(C)C 1,3-bis(2,6-diisopropylphenyl)imidazole chloride